COC([C@@H]([C@@H](O)C1=CC=CC=C1)O)=O (2r,3s)-methyl-3-phenyl-2,3-dihydroxypropionate